tert-butyl (2S)-2-(difluoromethyl)-4-oxopyrrolidine-1-carboxylate FC([C@H]1N(CC(C1)=O)C(=O)OC(C)(C)C)F